C(C)(C)(C)N(C(O)=O)C1=NC=CC(=C1)C1=NN(C2=CC=C(C=C12)O[C@H](C)C1=C(C=NC=C1Cl)Cl)C1OCCCC1.OCCCP(CCCO)CCCO tris-(3-hydroxypropyl)phosphine tert-Butyl-(4-(5-((R)-1-(3,5-dichloropyridin-4-yl)ethoxy)-1-(tetrahydro-2H-pyran-2-yl)-1H-indazol-3-yl)pyridin-2-yl)carbamate